(cyclopropylmethyl)-N-(1,3,5-trimethyl-1H-pyrazol-4-yl)-1,2,3,4-tetrahydroisoquinolin-7-amine hydrochloride Cl.C1(CC1)CC1NCCC2=CC=C(C=C12)NC=1C(=NN(C1C)C)C